FC(OC1=CC2=C(N=C(S2)N)C=C1)(F)F 6-(trifluoromethoxy)benzo[d]thiazol-2-amine